C(C)(C)O[BH-](OC(C)C)OC(C)C.[K+].C(C)(C)(C)N1CC=C(C=C1)NC(NCC1=CC=C(C=C1)O)=O N-tert.-Butyl-4-[(4-hydroxyphenyl)methylcarbamoylamino]pyridin potassium tris(isopropoxy)borohydride